CN.S1C=CC=C1 thiophene methylamine salt